(methyl) sulfone CS(=O)(=O)C